FC1=C(C=C(C=C1C(F)(F)F)N1C[C@H](OCC1)C)N1C(NC=C1)=O 3-{2-fluoro-5-[(2R)-2-methylmorpholin-4-yl]-3-(trifluoromethyl)phenyl}-1,3-dihydro-2H-imidazol-2-one